CC1(OC(OC1(C)C)C=1C=NN(C1)C(C(=O)OCC)C)C ethyl 2-(4-(4,4,5,5-tetramethyl-1,3-dioxolan-2-yl)-1H-pyrazol-1-yl)propanoate